aminoimidazolopyrimidine NC1=NC2=C(C=NC=N2)N1